N1(CCCCC1)C1N(CCCC1)C(=O)Cl piperidylpiperidineformyl chloride